NC1=CC=C(C=C1)C[C@@H](C(=O)O)OC (S)-3-(4-aminophenyl)-2-methoxypropanoic acid